4-benzyloxy-2-(morpholin-4-yl)-8-[2-(tetrahydropyran-2-yl)-2H-pyrazol-3-yl]-[1,7]Naphthyridine C(C1=CC=CC=C1)OC1=CC(=NC2=C(N=CC=C12)C=1N(N=CC1)C1OCCCC1)N1CCOCC1